C1CCCNCCNCCN(CCC1)C2=CC=C(C=C2)CNCC3=CC=CC=N3 N-[1-(1,4,7-triazacyclotetradecanyl)-1,4-phenylenebis(methylene)]-2-(aminomethyl)pyridine